Methyl-4-((2-Amino-9-((2R,3R,5S)-3-hydroxy-5-(hydroxymethyl)tetrahydrofuran-2-yl)-8-oxo-8,9-dihydro-7H-purin-7-yl)methyl)thiophen-2-carboxylat COC(=O)C=1SC=C(C1)CN1C(N(C2=NC(=NC=C12)N)[C@@H]1O[C@@H](C[C@H]1O)CO)=O